N-(3-(4,6-dimethylpyrimidin-5-yl)-4-(2-(pyrrolidin-1-yl)ethoxy)phenyl)-2-(5-methylthiazol-4-yl)acetamide CC1=NC=NC(=C1C=1C=C(C=CC1OCCN1CCCC1)NC(CC=1N=CSC1C)=O)C